NC=1C(=NC(=C(N1)C1=CC=C(C=C1)F)C1=CC(=NC(=C1)C)C)C(=O)NCC1=C(C=CC=C1)F 3-amino-6-(2,6-dimethylpyridin-4-yl)-N-(2-fluorophenylmethyl)-5-(4-fluorophenyl)pyrazine-2-carboxamide